5-((4-(4-bromophenyl)piperazin-1-yl)methyl)-2-(2,6-dioxopiperidin-3-yl)isoindoline BrC1=CC=C(C=C1)N1CCN(CC1)CC=1C=C2CN(CC2=CC1)C1C(NC(CC1)=O)=O